N-[(1S)-1-[2-[5-(trifluoromethoxy)pyrimidin-2-yl]-1,2,4-triazol-3-yl]ethyl]-3,5-bis(trifluoromethyl)benzamide FC(OC=1C=NC(=NC1)N1N=CN=C1[C@H](C)NC(C1=CC(=CC(=C1)C(F)(F)F)C(F)(F)F)=O)(F)F